C(C)(C)(C)C1=NC(=NO1)C(=O)NCC1=C(C=C(C=C1)C1=NC=NN2C1=CC(=C2)N2CCN(CC2)C)C 5-(tert-butyl)-N-(2-methyl-4-(6-(4-methylpiperazin-1-yl)pyrrolo[2,1-f][1,2,4]triazin-4-yl)benzyl)-1,2,4-oxadiazole-3-carboxamide